ClC=1C(=CC(=C(CNCC=2C(=C(C=CC2)NC(OC(C)(C)C)=O)F)C1)O)OCC1=CC=C(C=C1)OC tert-butyl (3-(((5-chloro-2-hydroxy-4-((4-methoxybenzyl)oxy)benzyl)amino)methyl)-2-fluorophenyl)carbamate